FC=1C=C(C=C(C1)F)[C@@H]1CC=NN1C(=O)N1CC(C1)OC1=CC(=NC=C1F)N1C(=C(C=C1C)C(=O)OC)C methyl (S)-1-(4-((1-(5-(3,5-difluorophenyl)-4,5-dihydro-1H-pyrazole-1-carbonyl)azetidin-3-yl)oxy)-5-fluoropyridin-2-yl)-2,5-dimethyl-1H-pyrrole-3-carboxylate